BrC1=CC(=C2N(C1=O)C(NC2=O)(C)C)F 6-bromo-8-fluoro-3,3-dimethyl-2H-imidazo[1,5-a]pyridine-1,5-dione